C(=CC)[Si](CCC#N)(CCC)C=CC dipropenyl-propyl-cyanoethyl-silane